F[C@H]1C[C@H](N2N=C(N=C21)S(=O)(=O)CN2N=CC=C2)C2=CC=CC=C2 (5s,7s)-7-fluoro-5-phenyl-2-(pyrazol-1-ylmethyl-sulfonyl)-6,7-dihydro-5H-pyrrolo[1,2-b][1,2,4]triazole